C(CCCCCCCCC)N(C(CCCN(C)C)=O)C(CCCCCCC(C(=O)OCCC(CCCCCC)CCCCCC)(F)F)CCCCCCCCC 3-hexylnonyl 9-(N-decyl-4-(dimethylamino)butanamido)-2,2-difluorooctadecanoate